2-acetamido-2-deoxy-L-altruronic acid C(C)(=O)N[C@@H](C=O)[C@@H](O)[C@@H](O)[C@@H](O)C(=O)O